2-dodecylacetic acid C(CCCCCCCCCCC)CC(=O)O